5-bromo-3,4-dihydronaphthalene-1-carbaldehyde BrC1=C2CCC=C(C2=CC=C1)C=O